5-{(2S)-1-[(9H-fluoren-9-yl)methoxycarbonyl]pyrrolidin-2-yl}-1,2,4-oxadiazole C1=CC=CC=2C3=CC=CC=C3C(C12)COC(=O)N1[C@@H](CCC1)C1=NC=NO1